O=C(C=CC)C1=CC=CC=C1 4-oxo-4-phenyl-2-buten